ClC=1C(=NC(=NC1)NC1=C(C=C(C(=C1)C)N1CCC(CC1)N1CCN(CC1)C)Cl)NC1=C(C=CC(=C1)Cl)C1=CN=NN1 5-chloro-N4-(5-chloro-2-(1H-1,2,3-triazol-5-yl)phenyl)-N2-(2-chloro-5-methyl-4-(4-(4-methylpiperazin-1-yl)piperidin-1-yl)phenyl)pyrimidine-2,4-diamine